4,4'-bis(triethoxysilyl)biphenyl C(C)O[Si](C1=CC=C(C=C1)C1=CC=C(C=C1)[Si](OCC)(OCC)OCC)(OCC)OCC